C1(CC1)C1=NC2=CC=CC=C2C(=C1C=C[C@@H]1C[C@H](OC(O1)(C)C)CC(=O)OC(C)(C)C)C1=CC=C(C=C1)F tert-butyl (4S-6S)-6-[[(1E)-2-cyclopropyl-4-(4-fluorophenyl)-3-quinolyl] ethenyl]-2,2-dimethyl-1,3-dioxane-4-acetate